FC(C=1C=C(C=CC1C1(CC(=C(C2=CC=CC=C12)N)\N=N\[H])S(=O)(=O)N)C1=CC(=C(C=C1)C1(CC(=C(C2=CC=CC=C12)N)\N=N\[H])S(=O)(=O)N)C(F)(F)F)(F)F 1,1'-(3,3'-ditrifluoromethyl[1,1'-biphenyl]-4,4'-diyl)bis{4-amino-3-[(E)-diazenyl]naphthalene-1-sulfonamide}